(2-(2-azidoethoxy)ethoxy)ethane-1-amine hydrochloride Cl.N(=[N+]=[N-])CCOCCOC(C)N